ClC=1C=C(C=C(C1)Cl)SC1=CN=C(C=2N1C=CN2)C2=CC=C(N(C)C)C=C2 4-(5-((3,5-dichlorophenyl)thio)imidazo[1,2-a]pyrazine-8-yl)-N,N-dimethylaniline